4-(6-(Difluoromethyl)pyridin-3-yl)piperazine-1-carboxylic acid tert-butyl ester C(C)(C)(C)OC(=O)N1CCN(CC1)C=1C=NC(=CC1)C(F)F